C(C)(C)OC1=CC=C(C=C1)C=1C=NC=2N(C1)N=CC2C2=CC=NC1=CC=CC=C21 4-(6-(4-Isopropoxyphenyl)pyrazolo[1,5-a]pyrimidin-3-yl)quinoline